6-(5-chloro-2-fluorophenyl)-3-[methyl(4,4,4-trifluoro-3-hydroxybutyl)amino]pyridazine-4-carboxylic acid trifluoroacetic acid salt FC(C(=O)O)(F)F.ClC=1C=CC(=C(C1)C1=CC(=C(N=N1)N(CCC(C(F)(F)F)O)C)C(=O)O)F